methyl (1r,4R)-4-(3-chloroanilino)-5'-fluoro-2'-[(2R)-3-hydroxy-2-methylpropyl]spiro[cyclohexane-1,1'-indene]-4-carboxylate ClC=1C=C(NC2(CCC3(C(=CC4=CC(=CC=C34)F)C[C@H](CO)C)CC2)C(=O)OC)C=CC1